C(C)(C)(C)OC(=O)N1CCC(CC1)NCC1=CC(=CC=C1)C(F)(F)F 4-((3-(trifluoromethyl)benzyl)amino)piperidine-1-carboxylic acid tert-butyl ester